C1(CC1)CN(CCC=O)C 3-[(CYCLOPROPYLMETHYL)(METHYL)AMINO]PROPANAL